ClCCN1C(=CC=2C(=CC=CC12)NC1CCN(CC1)C)C#CCNC1=CC=C(C=C1)Cl 1-(2-chloroethyl)-2-{3-[(4-chlorophenyl)-amino]prop-1-yn-1-yl}-N-(1-methylpiperidin-4-yl)-1H-indol-4-amine